(azidomethyl)tetrahydro-2H-pyran-3,4-diol N(=[N+]=[N-])CC1OCCC(C1O)O